ClC1=C(OC=CC1=O)C1=CC=CC=C1 dl-m-chlorophenyl-4-pyrone